COC(CCCCC1C(C1CC(=O)O)(C)C)=O 2-(3-(5-methoxy-5-oxopentyl)-2,2-dimethylcyclopropyl)acetic acid